5-[5-chloro-1-(3-chloro-5-fluoro-phenyl)pentyl]-1H-1,2,4-triazol-3-amine ClCCCCC(C1=CC(=CC(=C1)F)Cl)C1=NC(=NN1)N